(S)-(1-(3-(4-cyanophenyl)-2-(4-methylphenyl)quinoxalin-6-yl)pyrrolidin-3-yl)carbamic acid tert-butyl ester C(C)(C)(C)OC(N[C@@H]1CN(CC1)C=1C=C2N=C(C(=NC2=CC1)C1=CC=C(C=C1)C)C1=CC=C(C=C1)C#N)=O